5-(tert-butyl)-4-fluoro-2-(methoxymethoxy)benzaldehyde C(C)(C)(C)C=1C(=CC(=C(C=O)C1)OCOC)F